C(CCC)C1NS(C2=C(N(C1)C1=CC=C(C=C1)F)C=C(C(=C2)O\C=C(\C(=O)O)/F)SCC)(=O)=O (Z)-3-((3-butyl-7-(ethylthio)-5-(4-fluorophenyl)-1,1-dioxido-2,3,4,5-tetrahydro-1,2,5-benzothiadiazepin-8-yl)oxy)-2-fluoroacrylic acid